O=C1NC(CCC1C1=COC2=C1C=C(C=C2)C#CCCCCCC(=O)N(C(C)C)C(C)C)=O 8-(3-(2,6-dioxopiperidin-3-yl)benzofuran-5-yl)-N,N-diisopropyloct-7-ynamide